CC=1N=C(SC1)C(F)(F)F 4-methyl-2-(trifluoromethyl)thiazole